6'-(4-chlorophenyl)spiro[fluorene-9,11'-indeno[1,2-c]quinoline] ClC1=CC=C(C=C1)C1=NC2=CC=CC=C2C2=C1C=1C=CC=CC1C21C2=CC=CC=C2C=2C=CC=CC21